FC(CCCCCCCCCCCCC(=O)O)(F)F 14,14,14-trifluoromyristic acid